1-[4-(benzyloxymethyl)cyclohexyl]-2-chloro-ethanone C(C1=CC=CC=C1)OCC1CCC(CC1)C(CCl)=O